1-(2-Bromophenyl)-3-(4-cyano-1H-benzo[d][1,2,3]triazol-7-yl)urea BrC1=C(C=CC=C1)NC(=O)NC1=CC=C(C2=C1NN=N2)C#N